6-chloro-N-[5-(2-cyanoethyl)-4,6-dimethoxy-pyrimidin-2-yl]-7-fluoro-1H-indole ClC1=CC=C2C=CN(C2=C1F)C1=NC(=C(C(=N1)OC)CCC#N)OC